3,4-dibromo-1-propyl-1,5-dihydro-2H-pyrrol-2-one BrC=1C(N(CC1Br)CCC)=O